3-(3-chloro-4-(6-(1-methylcyclopropoxy)-9-((4-(trifluoromethyl)pyridin-2-yl)methyl)-9H-purin-8-yl)phenoxy)-N,N-dimethylpropan-1-amine ClC=1C=C(OCCCN(C)C)C=CC1C=1N(C2=NC=NC(=C2N1)OC1(CC1)C)CC1=NC=CC(=C1)C(F)(F)F